P([S-])([18O-])([O-])=S thio-18O-phosphorothioate